2-chloro-N-cyclohexyl-N-[(4-fluorophenyl)methyl]acetamide ClCC(=O)N(CC1=CC=C(C=C1)F)C1CCCCC1